C(C)OC(=O)C1=CN=C(O1)C1=CC=C(C=C1)OC(F)(F)F 2-(4-(trifluoromethoxy)phenyl)oxazole-5-carboxylic acid ethyl ester